NC1=CC=C(C=N1)C1=CC=C(CNC2=NC=CC=3N=CN(C(C32)=O)CC3=CC(=C(C=C3)F)F)C=C1 5-(4-(6-aminopyridin-3-yl)benzylamino)-3-(3,4-difluorobenzyl)pyrido[4,3-d]pyrimidin-4(3H)-one